P(=O)(OC1=C(C=CC=C1)C=1N=NC(=C(C1)N1N=CC(=C1)N1C(CN(CC1)[C@@H]1CC[C@H](CC1)C1=CC=CC=2N(CCOC21)[C@@H]2C(NC(CC2)=O)=O)=O)N)(O)O trans-[2-[6-amino-5-[4-[4-[4-[4-[(3S)-2,6-dioxo-3-piperidyl]-2,3-dihydro-1,4-benzoxazin-8-yl]cyclohexyl]-2-oxo-piperazin-1-yl]pyrazol-1-yl]pyridazin-3-yl]phenyl] dihydrogen phosphate